C(#N)C1=C(C(=CC=C1)N1CCN(CC1)C(C)C)NC(=O)N1C[C@@](CC1)(OC1=CC=CC=C1)C (3R)-N-[2-cyano-6-(4-isopropylpiperazin-1-yl)phenyl]-3-methyl-3-phenoxypyrrolidine-1-carboxamide